CN(C1=CC=[N+](C=C1)C(=O)[N-]S(N(C)C)(=O)=O)C (4-(dimethylamino)pyridin-1-ium-1-carbonyl)(N,N-dimethylsulfamoyl)amide